N-(3,6-dimethyl-9H-xanthen-9-yl)-2-oxo-5-(piperidin-4-ylamino)-6-(trifluoromethyl)-1,2-dihydropyridine-3-carboxamide CC=1C=CC=2C(C3=CC=C(C=C3OC2C1)C)NC(=O)C=1C(NC(=C(C1)NC1CCNCC1)C(F)(F)F)=O